2,2'-(m-phenylene)-diimidazobenzene C1(=CC(=CC=C1)C1=NC2=C(C=CC=C2)N1)C1=NC2=C(C=CC=C2)N1